ClC1=NC=CC=C1[C@H]1[C@H](CC2=CCCN12)CO (2S,3R,7aR)-3-(2-Chloropyridin-3-yl)-2-(hydroxymethyl)tetrahydro-1H-pyrrolizine